N1=CC=CC2=CC=CC(=C12)NC(=O)C1=CC=C(C=C1)/C=C/C(=O)OC (E)-methyl 3-(4-(quinolin-8-ylcarbamoyl)phenyl)acrylate